P1(=O)(OOC2=C(C=C(C=C2C(C)(C)C)C)CC2=C(OO1)C(=CC(=C2)C)C(C)(C)C)[O-].[Na+] sodium 2,2'-methylene-bis(4-methyl-6-tert-butylphenoxy) phosphate